2-{[(2R,4S)-4-({2-[(4-cyano-2-fluorophenoxy)methyl]pyrimidin-4-yl}oxy)-2-(trifluoromethyl)piperidin-1-yl]methyl}-1-{[(2S)-oxetan-2-yl]methyl}-1H-1,3-benzodiazole-6-carboxylic acid C(#N)C1=CC(=C(OCC2=NC=CC(=N2)O[C@@H]2C[C@@H](N(CC2)CC2=NC3=C(N2C[C@H]2OCC2)C=C(C=C3)C(=O)O)C(F)(F)F)C=C1)F